CN([C@H](CNC(C[C@H](C(C)C)C1=CC=CC=C1)=O)CC=1C=C2C=NNC2=CC1)C (R)-N-((S)-2-(dimethylamino)-3-(1H-indazol-5-yl)propyl)-4-methyl-3-phenylpentanamide